(R)-N-((S)-(3-chloro-2,4-difluorophenyl)(trans-3-(trifluoromethyl)cyclobutyl)methyl)-2-methyl-3-oxopiperazine-1-carboxamide ClC=1C(=C(C=CC1F)[C@@H](NC(=O)N1[C@@H](C(NCC1)=O)C)[C@@H]1C[C@H](C1)C(F)(F)F)F